3-[[3-fluoro-2-(methylsulfamoylamino)-4-pyridyl]methyl]-4-methyl-7-(1,3,4-thiadiazol-2-yloxy)chromen-2-one FC=1C(=NC=CC1CC=1C(OC2=CC(=CC=C2C1C)OC=1SC=NN1)=O)NS(NC)(=O)=O